spiro[2-benzofuran-1,9'-xanthen]-3-one C1=CC=CC=2OC3=CC=CC=C3C3(C12)OC(C1=C3C=CC=C1)=O